2-(4-chloro-3-fluorophenoxy)-N-(3-{2-[(6-fluoro-5-methylpyridin-3-yl)oxy]acetamido}bicyclo[1.1.1]pentan-1-yl)acetamide ClC1=C(C=C(OCC(=O)NC23CC(C2)(C3)NC(COC=3C=NC(=C(C3)C)F)=O)C=C1)F